methyl 6-(4-(1-(5-chloropyridin-2-yl)-3,3-dimethyl-2,3-dihydro-1H-pyrrolo[3,2-b]pyridine-5-carbonyl)-3,3-dimethylpiperazin-1-yl)-2,4-dimethylnicotinate ClC=1C=CC(=NC1)N1CC(C2=NC(=CC=C21)C(=O)N2C(CN(CC2)C2=NC(=C(C(=O)OC)C(=C2)C)C)(C)C)(C)C